CNC(=O)C=1C=C(SC1)CNC(OC(C)(C)C)=O tert-butyl ((4-(methylcarbamoyl)thiophen-2-yl)methyl)carbamate